(+)-4-propyl-9-hydroxynaphthothiazine C(CC)S1NC=CC2=C1C=CC1=CC=C(C=C12)O